FC(OC=1C=C(OC2=NC=3N4CCCC4C(NC(C3N2)=O)=O)C=CC1)(F)F 4-[3-(trifluoromethoxy)phenoxy]-1,3,5,8-tetraazatricyclo[8.3.0.0[2,6]]tridec-2(6),3-diene-7,9-dione